C(C)(C)(C)OC(NCC(=O)NC=1SC=C(N1)C1=NC(=CC=C1)F)=O N-[2-[[4-(6-fluoro-2-pyridinyl)thiazol-2-yl]amino]-2-oxo-ethyl]carbamic acid tert-butyl ester